N,N-bis(2-hydroxypropyl)-N'-phenyl-1,3-phenylenediamine OC(CN(C1=CC(=CC=C1)NC1=CC=CC=C1)CC(C)O)C